(3E)-3-[2-(dimethylamino)ethylidene]-1-[4-({4-[(1-methyl-1,3-benzodiazol-5-yl)oxy]phenyl}amino)pyrido[3,2-d]pyrimidin-6-yl]pyrrolidin-2-one CN(C\C=C/1\C(N(CC1)C=1C=CC=2N=CN=C(C2N1)NC1=CC=C(C=C1)OC1=CC2=C(N(C=N2)C)C=C1)=O)C